C(#N)C=1C=NC(=NC1)N1CCC(CC1)CC(=O)NOC[C@H](C)NC(OC(C)(C)C)=O (S)-tert-butyl (1-((2-(1-(5-cyanopyrimidin-2-yl)piperidin-4-yl) acetamido)oxy)propan-2-yl)carbamate